CCCCCCCCCCCCCCCCCCCCCCCCCCC(C(=O)O)O The molecule is a 2-hydroxy fatty acid that is the 2-hydroxy derivative of octacosanoic acid. It is a 2-hydroxy fatty acid and an ultra-long-chain fatty acid. It derives from an octacosanoic acid. It is a conjugate acid of a 2-hydroxyoctacosanoate.